CC(C(=O)O)=CC methyl-butenic acid